3-(3-Fluorophenyl)-5-methyl-4H-isoxazole-5-carboxylic acid methyl ester COC(=O)C1(CC(=NO1)C1=CC(=CC=C1)F)C